CC1=CC=C(C(=N1)C(=O)N1[C@@H]2[C@@H](C[C@H](C1)C2)NC2=NC=C(C=N2)C(F)(F)F)N2N=CC=N2 (6-methyl-3-(2H-1,2,3-triazol-2-yl)pyridin-2-yl)((1S,4S,6R)-6-((5-(trifluoromethyl)pyrimidin-2-yl)amino)-2-azabicyclo[2.2.1]heptan-2-yl)methanone